CN(S(=O)(=N)C=1C=NC=CC1)C N,N-dimethylpyridine-3-sulfonimidamide